C[C@H]1COC(CN1S(=O)(=O)C1=CC=C(C)C=C1)=C (S)-5-methyl-2-methylene-4-tosylmorpholine